2-chloro-3,4-dimethylphenyl (S)-4-((2R,3R)-3-(3-(dimethylamino)propyl)piperidine-2-carbonyl)-3-((thiophen-2-ylmethyl)carbamoyl)piperazine-1-carboxylate CN(CCC[C@@H]1[C@@H](NCCC1)C(=O)N1[C@@H](CN(CC1)C(=O)OC1=C(C(=C(C=C1)C)C)Cl)C(NCC=1SC=CC1)=O)C